COC(C1=C(C=C(C(=C1)F)C1=CC=CC=2CN(COC21)C(C2=C(C=C(C=C2Cl)N2CC(C2)(OC)OC)Cl)=O)N2C1COCC2CC1)=O 4-[3-[2,6-dichloro-4-(3,3-dimethoxyazetidin-1-yl)benzoyl]-2,4-dihydro-1,3-benzoxazin-8-yl]-5-fluoro-2-(3-oxa-8-azabicyclo[3.2.1]oct-8-yl)benzoic acid methyl ester